Rel-(1s,15S,16R,19s)-15-amino-3,5-difluoro-8,18-dioxa-11-azatetracyclo[17.2.2.02,7.011,16]tricosa-2(7),3,5-trien-10-one N[C@H]1CCCN2C(COC=3C=C(C=C(C3C3CCC(OC[C@@H]12)CC3)F)F)=O |o1:1,21|